3-[bromo(difluoro)methyl]-6-[6-[1-(difluoromethyl)propoxy]-3-pyridyl]-[1,2,4]triazolo[4,3-a]pyrazine BrC(C1=NN=C2N1C=C(N=C2)C=2C=NC(=CC2)OC(CC)C(F)F)(F)F